6-Aminomethylsulfonyl-nicotinic acid methyl ester COC(C1=CN=C(C=C1)S(=O)(=O)CN)=O